OC1=C(C(=O)OC2=C(C(=O)O)C=CC=C2)C=CC=C1 2-(2-hydroxybenzoyl)oxybenzoic acid